ClC=1C(=NC(=NC1)NC1=CC2=C(NC(=N2)C(F)(F)F)C=C1)NC1=C(C=CC=C1)P(C)(C)=O (2-((5-Chloro-2-((2-(trifluoromethyl)-1H-benzo[d]imidazol-5-yl)amino)pyrimidin-4-yl)amino)phenyl)dimethyl-phosphine oxide